3-((2-(4-carboxyphenyl)hydrazono)methyl)benzoic acid C(=O)(O)C1=CC=C(C=C1)NN=CC=1C=C(C(=O)O)C=CC1